C(CC)O[Ti]OCCC dipropoxytitanium